5-Bromo-3-(5-(2,2-dimethylpiperazin-1-yl)pyridin-2-ylamino)-1-methylpyridin-2(1H)-one BrC=1C=C(C(N(C1)C)=O)NC1=NC=C(C=C1)N1C(CNCC1)(C)C